6-(4-(3-(5-oxo-5,6-dihydro-1,6-naphthyridin-7-yl)propyl)piperazin-1-yl)nicotinonitrile O=C1C=2C=CC=NC2C=C(N1)CCCN1CCN(CC1)C1=NC=C(C#N)C=C1